FC12CC(C1)(C2)C(=O)NC=2C=CC(=NC2)C=2N=NN(C2NC(O[C@H](C)C=2C(=NC=C(C2)F)C)=O)C (R)-1-(5-fluoro-2-methylpyridin-3-yl)ethyl (4-(5-(3-fluorobicyclo[1.1.1]pentane-1-carboxamido)pyridin-2-yl)-1-methyl-1H-1,2,3-triazol-5-yl)carbamate